FC1=C(C=CC(=C1)C(F)(F)F)NC(C)=O N-(2-fluoro-4-(trifluoromethyl)phenyl)acetamide